C(#N)C=1C(=C(C=C(C1)C(C)C)[C@H](C(=O)O)N1C[C@@H](CC1)OCCCCCC1=NC=2NCCCC2C=C1)OC (R)-2-(3-cyano-5-isopropyl-2-methoxyphenyl)-2-((R)-3-((5-(5,6,7,8-tetrahydro-1,8-naphthyridin-2-yl)pentyl)oxy)pyrrolidin-1-yl)acetic acid